OC1=C(C=CC(=C1)N)C=1SC2=C(N1)C=CC=C2 2-(2'-hydroxy-4-aminophenyl)benzothiazole